N-(3-(4-methylbenzamido)phenyl)-4-(pyrimidin-2-yl)piperazine-1-carboxamide CC1=CC=C(C(=O)NC=2C=C(C=CC2)NC(=O)N2CCN(CC2)C2=NC=CC=N2)C=C1